(morpholinyl)ketone N1(CCOCC1)C(=O)N1CCOCC1